(3-chlorophenyl)-2-(4-nitrophenoxy)-1,3,2-dioxaphosphinane 2-oxide ClC=1C=C(C=CC1)C1OP(OCC1)(OC1=CC=C(C=C1)[N+](=O)[O-])=O